C(CCC)[C@H]1CC2=C(NC3=CC=CC=C23)[C@@H](N1C(C#C)=O)C1=CC=C(C=C1)N1C2COCC1CC2 1-[(1S,3S)-3-butyl-1-(4-{3-oxa-8-azabicyclo[3.2.1]octan-8-yl}phenyl)-1H,2H,3H,4H,9H-pyrido[3,4-b]indol-2-yl]prop-2-yn-1-one